NC=1C=CC(=NC1C1CC1)N1[C@H]2CN([C@@H](C1)C2)C(=O)OC(C)(C)C tert-butyl (1R,4R)-5-(5-amino-6-cyclopropylpyridin-2-yl)-2,5-diazabicyclo[2.2.1]heptane-2-carboxylate